stannic dipalmitate C(CCCCCCCCCCCCCCC)(=O)[O-].C(CCCCCCCCCCCCCCC)(=O)[O-].[Sn+4]